Bis(2,4,6-trimethylbenzoyl)(2,4-dimethoxybenzoyl)phosphine oxide CC1=C(C(=O)P(C(C2=C(C=C(C=C2)OC)OC)=O)(C(C2=C(C=C(C=C2C)C)C)=O)=O)C(=CC(=C1)C)C